C1(CC1)C=1C(=C(C=CC1)[C@H]1CC2(CN(C2)C(=O)C2CC(C2)(C)O)CC1)F |r| (rac)-(6-(3-cyclopropyl-2-fluorophenyl)-2-azaspiro[3.4]octan-2-yl)((1s,3s)-3-hydroxy-3-methylcyclobutyl)methanone